CN(C)C1=CC=C(C=C1)C(=C)C2=CC=C(C=C2)N(C)C 4,4'-vinylidenebis(n,n-dimethylaniline)